S1C(=NC2=C1C=CC=C2)NC2=C(C1=C(N=N2)N(CCC1)C=1SC(=C(N1)C(=O)O)CCCOC1=C(C=C(C=C1)C#CC(C)(C)NCC)F)C 2-[3-(1,3-benzothiazol-2-ylamino)-4-methyl-6,7-dihydro-5H-pyrido[2,3-c]pyridazin-8-yl]-5-[3-[4-[3-(ethylamino)-3-methyl-but-1-ynyl]-2-fluoro-phenoxy]propyl]thiazole-4-carboxylic acid